C(#N)CNC(CN1C(CCCC1)C=O)=O N-(CYANOMETHYL)-2-(2-FORMYLPIPERIDIN-1-YL)ACETAMIDE